3-ethynylanisole C(#C)C=1C=C(C=CC1)OC